5,5-dimethyl-3-(5-{[2-methyl-6-(trifluoromethyl)phenyl]methoxy}pyridin-2-yl)imidazolidine-2,4-dione CC1(C(N(C(N1)=O)C1=NC=C(C=C1)OCC1=C(C=CC=C1C(F)(F)F)C)=O)C